CN1N=C(C=2C1=NN=C(C2)C=2C(NC(NC2)=O)=O)O[C@@H](C(F)F)C2=NC=CC(=C2)OCC2C(C2)(F)F 5-[1-methyl-3-[(1R)-1-[4-[(2,2-difluorocyclopropyl)methoxy]-2-pyridyl]-2,2-difluoro-ethoxy]pyrazolo[3,4-c]pyridazin-5-yl]-1H-pyrimidine-2,4-dione